FC=1C=C(C=CC1NC(NNC(=N)N)=O)S(=O)(=O)NC1=C(N=CS1)C(=O)O 5-[[3-fluoro-4-(guanidinocarbamoylamino)phenyl]sulfonylamino]thiazole-4-carboxylic acid